L-alloisoleucyl-L-valinate N[C@@H]([C@H](C)CC)C(=O)N[C@@H](C(C)C)C(=O)[O-]